ClC1=CN=C(C(N1CC(=O)OCC)=O)NCCCOCC Ethyl 2-(6-chloro-3-((3-ethoxypropyl)amino)-2-oxopyrazin-1(2H)-yl)acetate